C(CCCCCCCCCCC)(=O)NCCCOC(CN(C)C)=O lauramidopropyldimethylaminoacetate